tert-butyl 2-(4-amino-5-iodo-7H-pyrrolo[2,3-d]pyrimidin-7-yl)acetate NC=1C2=C(N=CN1)N(C=C2I)CC(=O)OC(C)(C)C